(1-benzyl-3-bromo-1H-1,2,4-triazol-5-yl)methanol C(C1=CC=CC=C1)N1N=C(N=C1CO)Br